(S)-7-(2-((2-Cyclopropyl-4-(3-methylpiperazin-1-yl)phenyl)amino)-5-(trifluoromethyl)pyrimidin-4-yl)-4-(oxetan-3-yl)-3,4-dihydrothieno[2,3-f][1,4]thiazepin-5(2H)-one 1,1-dioxide C1(CC1)C1=C(C=CC(=C1)N1C[C@@H](NCC1)C)NC1=NC=C(C(=N1)C1=CC2=C(C(N(CCS2(=O)=O)C2COC2)=O)S1)C(F)(F)F